2-(4-bromo-2,6-difluoro-phenyl)-5-pyrrolidin-1-yl-3,6-dihydro-1H-triazolo[4,5-d]pyrimidin-7-one BrC1=CC(=C(C(=C1)F)N1NC2=C(N=C(NC2=O)N2CCCC2)N1)F